BrC1=C2C=CN(C(C2=CC=C1)=O)COCC[Si](C)(C)C 5-Bromo-2-((2-(trimethylsilyl)ethoxy)methyl)isoquinolin-1(2H)-one